C(#N)C=1C=C(C=CC1F)NC(=O)N1CC=2C(=NN3C2C(N(CC(C3)C3=CC=NN3C)C)=O)CC1 N-(3-Cyano-4-fluorophenyl)-10-methyl-8-(1-methyl-1H-pyrazol-5-yl)-11-oxo-3,4,8,9,10,11-hexahydro-1H-pyrido[4',3':3,4]pyrazolo[1,5-a][1,4]diazepine-2(7H)-carboxamide